methyl-tolylphosphine Di(pentadecan-7-yl)3,3'-((((5-hydroxypentyl)azanediyl)bis(propane-3,1-diyl))bis(oxy))dipropionate CCCCCCC(CCCCCCCC)OC(CCOCCCN(CCCOCCC(=O)OC(CCCCCC)CCCCCCCC)CCCCCO)=O.CPC1=C(C=CC=C1)C